(1S,3R)-2-(3-hydroxy-cyclohexyl)-isoindole-1,3-dione O[C@H]1C[C@H](CCC1)N1C(C2=CC=CC=C2C1=O)=O